C1[C@H](NC(=S)S1)C(=O)O 2-Thiothiazolidine-4-carboxylic Acid